7-bromo-N-(3-fluorophenyl)-2-hydrazino-N-methyl-quinazolin-4-amine BrC1=CC=C2C(=NC(=NC2=C1)NN)N(C)C1=CC(=CC=C1)F